tert-butyl (1-hydroxypropan-2-yl)(methyl)carbamate OCC(C)N(C(OC(C)(C)C)=O)C